CC1=NC(=C2NC=NC2=N1)NC1=C(C=CC=C1)Br 2-methyl-6-(2-bromoanilino)purine